3-(3,5-dimethoxyphenyl)cycloheptan-1-one tert-butyl-2-methyl-4-(3-methyl-1,2,4-oxadiazol-5-yl)benzoate C(C)(C)(C)OC(C1=C(C=C(C=C1)C1=NC(=NO1)C)C)=O.COC=1C=C(C=C(C1)OC)C1CC(CCCC1)=O